4-[2-methyl-6-(methylsulfanyl)pyridin-3-yl]-2-[(3R)-3-methylmorpholin-4-yl]-8-(1H-pyrazol-5-yl)-1,7-naphthyridine CC1=NC(=CC=C1C1=CC(=NC2=C(N=CC=C12)C1=CC=NN1)N1[C@@H](COCC1)C)SC